[Si](C)(C)(C(C)(C)C)OCC1(CCC2=C(SC=C2C(=O)[O-])C1)C1=CC=CC=C1 6-(((tert-butyldimethylsilyl)oxy)methyl)-6-phenyl-4,5,6,7-tetrahydrobenzo[b]thiophene-3-carboxylate